(2-(benzyloxy)-6-fluorophenyl)boronic acid C(C1=CC=CC=C1)OC1=C(C(=CC=C1)F)B(O)O